4-(1-(tert-butoxycarbonyl)-1H-indol-3-yl)-2-chloro-5,8-dihydropyrido[3,4-d]pyrimidine-7(6H)-carboxylic acid tert-butyl ester C(C)(C)(C)OC(=O)N1CC=2N=C(N=C(C2CC1)C1=CN(C2=CC=CC=C12)C(=O)OC(C)(C)C)Cl